N1C2=C(CCCC1)CC1=CC=CC=C12 indeno[1,2-b]azepane